N-(3-hydroxy-4-methoxybenzyl)-2-morpholinyl-5-(p-methoxybenzyl)benzamide OC=1C=C(CNC(C2=C(C=CC(=C2)CC2=CC=C(C=C2)OC)N2CCOCC2)=O)C=CC1OC